sulfanyl-6-hydroxy-3-methyl-5-phenyl-pyrimidin-4-one SC1=NC(=C(C(N1C)=O)C1=CC=CC=C1)O